O[C@H]1[C@@H](CCCC1)NC1=NC(C2=C1COCC2)=O 3-{[(1R,2R)-2-hydroxycyclohexyl]amino}-6,7-dihydropyrano[3,4-c]pyrrol-1(4H)-one